C(C)OC(=O)C1C(C=2C(O1)=CSC2C=2C=NN(C2)C)=O 4-(1-methyl-1H-pyrazol-4-yl)-3-oxo-2,3-dihydrothieno[3,4-b]furan-2-carboxylic acid ethyl ester